C(C)(=O)N1C(CNCC1)C1=CC(=NC(=C1)Cl)C1=CC(=NC(=C1)F)C(=O)NC 4-(1-acetylpiperazin-2-yl)-6-chloro-6'-fluoro-N-methyl-[2,4'-bipyridine]-2'-carboxamide